5-(4-((3-ethyl-2-oxo-1,2,3,4-tetrahydroquinazolin-7-yl)methyl)piperazin-1-yl)-6-chloro-N-ethylpyridinecarboxamide C(C)N1C(NC2=CC(=CC=C2C1)CN1CCN(CC1)C=1C=CC(=NC1Cl)C(=O)NCC)=O